(E)-3-(7-(2-ethoxyvinyl)-2-oxobenzo[d]oxazol-3(2H)-yl)piperidine-2,6-dione C(C)O/C=C/C1=CC=CC=2N(C(OC21)=O)C2C(NC(CC2)=O)=O